(Z)-5-(1-(4-amino-2-fluorobut-2-en-1-yl)-1H-benzo[d][1,2,3]triazole-4-yl)-N-isopropyl-2-methoxybenzenesulfonamide hydrochloride Cl.NC\C=C(\CN1N=NC2=C1C=CC=C2C=2C=CC(=C(C2)S(=O)(=O)NC(C)C)OC)/F